tert-butyl (3-((2',3'-dichloro-5-fluoro-[4,4'-bipyridin]-2-yl)carbamoyl)cyclohexyl)carbamate ClC1=NC=CC(=C1Cl)C1=CC(=NC=C1F)NC(=O)C1CC(CCC1)NC(OC(C)(C)C)=O